Cl.C1(=CC=CC=C1)[C@H]1[C@@H](C1)N |r| (±)-trans-2-Phenylcyclopropylamine hydrochloride